tert-butyl (2S,6R)-4-[8-[(6,8-dimethylimidazo[1,2-a]pyrazin-2-yl)carbamoyl]pyrido[3,4-b]pyrazin-5-yl]-2,6-dimethyl-piperazine-1-carboxylate CC=1N=C(C=2N(C1)C=C(N2)NC(=O)C2=CN=C(C1=NC=CN=C12)N1C[C@@H](N([C@@H](C1)C)C(=O)OC(C)(C)C)C)C